1-{3-[3-(benzyloxy)propoxy]propyl}-4-(4,4,5,5-tetramethyl-1,3,2-dioxaborolan-2-yl)-1H-pyrazole C(C1=CC=CC=C1)OCCCOCCCN1N=CC(=C1)B1OC(C(O1)(C)C)(C)C